FC1(CN(CCC1O)C(C(F)(F)C=1C=C(C(=O)NC2=CC(=C(C=C2)F)C)C=CC1F)=O)F 3-(2-(3,3-difluoro-4-hydroxypiperidin-1-yl)-1,1-difluoro-2-oxoethyl)-4-fluoro-N-(4-fluoro-3-methylphenyl)benzamide